3-{6-chloro-4-[(2R,4R)-4-fluoro-2-methylpyrrolidin-1-yl]-1H-imidazo[4,5-c]pyridin-2-yl}-1,6-naphthyridin-2(1H)-one methanesulfonate CS(=O)(=O)O.ClC1=CC2=C(C(=N1)N1[C@@H](C[C@H](C1)F)C)N=C(N2)C=2C(NC1=CC=NC=C1C2)=O